FC1=C(SC(=C1)C(C)(C)O)S(=O)(N)=NC(NC1=C2C(=CC=3CCCC13)CC2)=O 3-fluoro-5-(2-hydroxy-propan-2-yl)-N'-((2,4,5,6-tetrahydro-1H-cyclobuta[f]inden-3-yl)carbamoyl)thiophene-2-sulfonimidamide